P(=O)(O)(O)CCC(=O)O 3-Phosphonopropanoic acid